ClC=1C=C(C=CC1)C(=O)N1CC(/C(/CC1)=C/C=1OC(=CN1)C1=CC(=CC=C1)Cl)(C)C (3-chlorophenyl)[(4E)-4-{[5-(3-chlorophenyl)-1,3-oxazol-2-yl]methylidene}-3,3-dimethylpiperidin-1-yl]methanone